2-chloro-5-[[5-(3,5-dichlorophenyl)-5-(trifluoromethyl)-4H-isoxazol-3-yl]-amino]-N-(1-ethynylcyclopropyl)benzamide ClC1=C(C(=O)NC2(CC2)C#C)C=C(C=C1)NC1=NOC(C1)(C(F)(F)F)C1=CC(=CC(=C1)Cl)Cl